O=C1NC(CCC1N1C(C2=C3C(C(=CC=C13)CNC(CCCC(=O)O)=O)=CC=C2)=O)=O 5-(((1-(2,6-dioxopiperidin-3-yl)-2-oxo-1,2-dihydrobenzo[cd]indol-6-yl)methyl)amino)-5-oxopentanoic acid